2-(5-methyl-2-((2-methylallyl)oxy)phenyl)-2H-benzo[d][1,2,3]triazole CC=1C=CC(=C(C1)N1N=C2C(=N1)C=CC=C2)OCC(=C)C